(2,2,3-trimethyl-5-oxocyclopent-3-enyl)acetyl-CoA CC1(C(C(C=C1C)=O)CC(=O)SCCNC(CCNC([C@@H](C(COP(OP(OC[C@@H]1[C@H]([C@H]([C@@H](O1)N1C=NC=2C(N)=NC=NC12)O)OP(=O)(O)O)(=O)O)(=O)O)(C)C)O)=O)=O)C